C(C)N(C=1C2=C(N=CN1)SC=C2)/N=C/C=2C=CC1=C(COB1O)C2 N-Ethyl-N-[(E)-(1-Hydroxy-3H-2,1-benzoxaborol-5-yl)methylenamino]thieno[2,3-d]pyrimidin-4-amin